(S)-N-[(R)-[1-(5-amino-1,3,4-thiadiazol-2-yl)piperidin-4-yl][4,5-dichloro-2-(prop-2-en-1-yloxy)phenyl]methyl]-2-methylpropane-2-sulfinamide NC1=NN=C(S1)N1CCC(CC1)[C@@H](N[S@@](=O)C(C)(C)C)C1=C(C=C(C(=C1)Cl)Cl)OCC=C